CC1=NOC(=C1C)N(S(=O)(=O)C=1C(=NC=CC1)C#C[Si](C(C)C)(C(C)C)C(C)C)COC N-(3,4-Dimethylisoxazol-5-yl)-N-(methoxymethyl)-2-((triisopropylsilyl)ethynyl)pyridine-3-sulfonamide